C(C)OC(CC#N)=O cyano-acetic acid ethyl ester